2-aminoethyl (2S)-2-(6-methoxy-2-naphthyl)propanoate COC=1C=C2C=CC(=CC2=CC1)[C@@H](C(=O)OCCN)C